3-(5-hydroxypyridin-2-yl)-1-(1-phenylpiperidin-4-yl)urea OC=1C=CC(=NC1)NC(NC1CCN(CC1)C1=CC=CC=C1)=O